ClC=1C=C(CN(C(CN2C=NC3=CC=C(C=C3C2=O)C2CCN(CC2)C([C@H](C(C)C)O)=O)=O)C)C=CC1Cl (S)-N-(3,4-dichlorobenzyl)-2-(6-(1-(2-hydroxy-3-methylbutanoyl)piperidin-4-yl)-4-oxoquinazolin-3(4H)-yl)-N-methylacetamide